C(C1=CC=CC=C1)N1C[C@@H](N([C@H](C1)C)C(C(=O)OCC)=O)COCC1=CC=CC=C1 Ethyl 2-((2r,6s)-4-benzyl-2-((benzyloxy) methyl)-6-methylpiperazin-1-yl)-2-oxoacetate